C(#N)C=1C(=CC(=NC1)NC(=O)N1CCCC2=CC(=C(N=C12)C=O)C=1C(=NN(C1)C)C)NCCOC N-(5-cyano-4-((2-methoxyethyl)amino)pyridin-2-yl)-6-(1,3-dimethyl-1H-pyrazol-4-yl)-7-formyl-3,4-dihydro-1,8-naphthyridine-1(2H)-carboxamide